C1(=CC(=CC=C1)NC1=NC=2C=CN=CC2C2=C1C=C(N2)C(=O)O)C 4-(m-tolylamino)-1H-pyrrolo[3,2-c][1,6]naphthyridine-2-carboxylic acid